CN([C@@H](CCCCNC(CN)=O)C(=O)O)C(=O)OCC1=CC=CC=C1 Methyl-N2-((benzyloxy)carbonyl)-N6-glycyl-lysine